ONS(=O)(=O)C=1OC(=CC1)C N-Hydroxy-5-methylfuran-2-sulfonamide